1-Fluoro-2-nitro-3-(trifluoromethyl)benzene FC1=C(C(=CC=C1)C(F)(F)F)[N+](=O)[O-]